ClC1=C(C=CC=C1B1OC(C(O1)(C)C)(C)C)O 2-chloro-3-(4,4,5,5-tetramethyl-1,3,2-dioxaborolan-2-yl)phenol